3-(4-methylthiazol-5-yl)-2-(pyridin-3-yl)-1H-inden-1-one CC=1N=CSC1C1=C(C(C2=CC=CC=C12)=O)C=1C=NC=CC1